N[C@H](C(=O)N1[C@@H](C[C@H](C1)O)C(=O)N[C@@H](CO[Si](C)(C)C(C)(C)C)C1=CC=C(C=C1)C#C)C(C)(C)C (2S,4R)-1-((S)-2-amino-3,3-dimethylbutanoyl)-N-((R)-2-((tert-butyldimethylsilyl)oxy)-1-(4-ethynylphenyl)ethyl)-4-hydroxypyrrolidine-2-carboxamide